CC=1SC=C(N1)C=1CC=NCC1 4-(2-methylthiazol-4-yl)-3,6-dihydropyridine